2-fluoro-6-methoxy-phenylboronic acid FC1=C(C(=CC=C1)OC)B(O)O